3-((5-fluoro-2-((4-(piperidin-1-yl)phenyl)amino)pyrimidin-4-yl)amino)benzoyl-hydrazine FC=1C(=NC(=NC1)NC1=CC=C(C=C1)N1CCCCC1)NC=1C=C(C(=O)NN)C=CC1